ClCC(CON1C(C2=CC=CC=C2C1=O)=O)(C)O 2-(3-chloro-2-hydroxy-2-methylpropoxy)isoindoline-1,3-dione